C(C)(C)(C)OC1=CC=C(C[C@H](NC(CCOCCOCCNC(OCC2=CC=CC=C2)=O)=O)C(=O)OC(C)(C)C)C=C1 tert-butyl (S)-15-(4-(tert-butoxy)benzyl)-3,13-dioxo-1-phenyl-2,7,10-trioxa-4,14-diazahexadecan-16-oate